F[C@@H]1C[C@H](N(C1)C(CCCN1C(=NC=C1)C)=O)C(=O)N[C@H](C1=CC=C(C=C1)C(C)C)C1=CC=CC=C1 (2S,4R)-4-fluoro-1-[4-(2-methyl-1H-imidazol-1-yl)butanoyl]-N-[(S)-phenyl[4-(propan-2-yl)phenyl]methyl]pyrrolidine-2-carboxamide